OC(OC1=C(C(=O)C2=CC=CC=C2)C=CC=C1)O diHydroxymethoxybenzophenone